3-(2-methyltetrazol-5-yl)-4-[3-(trifluoromethyl)anilino]benzoic acid CN1N=C(N=N1)C=1C=C(C(=O)O)C=CC1NC1=CC(=CC=C1)C(F)(F)F